(S)-N-((S)-1-(5-Aminopyridin-2-yl)-2,2,2-trifluoroethyl)-N-methyl-5-oxopyrrolidine-3-carboxamide NC=1C=CC(=NC1)[C@@H](C(F)(F)F)N(C(=O)[C@@H]1CNC(C1)=O)C